1-fluoro-2-(7-fluoro-3-(methoxymethoxy)-8-((triisopropylsilyl)ethynyl)naphthalen-1-yl)-12-(methylsulfonyl)-5,5a,6,7,9,10-hexahydro-4H-8-oxa-3,10a,11,13-tetraazanaphtho[1,8-ab]heptalene FC1=C2N=C(N=C3C2=C(CCC2CCOCCN32)N=C1C1=CC(=CC3=CC=C(C(=C13)C#C[Si](C(C)C)(C(C)C)C(C)C)F)OCOC)S(=O)(=O)C